NC(C(=O)O)CCCC(=O)O AMINO-ADIPIC ACID